CC1=C(C#N)C=CC=C1[C@@H](C)NC1=NN=C(C2=CC(=C(C=C12)NC)C(=O)N1CCN(CC1)C)C (R)-2-methyl-3-(1-((4-methyl-7-(methylamino)-6-(4-methylpiperazine-1-carbonyl)phthalazin-1-yl)amino)ethyl)benzonitrile